2-(4-fluorophenyl)-N-(4-(2-(4-fluorophenyl)-5-methyl-4,5,6,7-tetrahydropyrazolo[1,5-a]pyrazin-3-yl)pyridin-2-yl)acetamide FC1=CC=C(C=C1)CC(=O)NC1=NC=CC(=C1)C=1C(=NN2C1CN(CC2)C)C2=CC=C(C=C2)F